N-(5-(4-(methoxymethyl)benzo[d]oxazol-2-yl)-8-(methylamino)-2,7-naphthyridin-3-yl)cyclopropanecarboxamide COCC1=CC=CC2=C1N=C(O2)C2=C1C=C(N=CC1=C(N=C2)NC)NC(=O)C2CC2